5-bromo-2,3-bis(chloromethyl)pyridine BrC=1C=C(C(=NC1)CCl)CCl